rac-7-((2R,4S)-2-(6-cyclopropylimidazo[1,2-a]pyridin-2-yl)-4-hydroxypyrrolidin-1-yl)-2-((1S*,2S*)-2-(4-methylpyrimidin-2-yl)cyclopropyl)quinolin-4-ol C1(CC1)C=1C=CC=2N(C1)C=C(N2)[C@@H]2N(C[C@H](C2)O)C2=CC=C1C(=CC(=NC1=C2)[C@@H]2[C@H](C2)C2=NC=CC(=N2)C)O |r|